2-amino-N-butyl-5-phenylthiophene-3-carboxamide NC=1SC(=CC1C(=O)NCCCC)C1=CC=CC=C1